N[C@H](C(C(=O)O)=O)CC1=CC=NC=C1 (S)-3-amino-2-oxo-4-(pyridin-4-yl)butanoic acid